NC1=NC(=CC(=C1)C[C@@H]1[C@H](N(C1=O)C(=O)N[C@H](CC)C1=C(C(=CC=C1)F)F)C(=O)N(C)C1=NN(C=C1)C)C (2S,3R)-3-((2-amino-6-methylpyridin-4-yl)methyl)-N2-(1-methyl-1H-pyrazol-3-yl)-N1-((R)-1-(2,3-difluorophenyl)propyl)-N2-methyl-4-oxoazetidine-1,2-dicarboxamide